[C+4].[O-2].[Mn+2].[Na+] sodium-manganese oxide carbon